FC1=CC(=NN1C1OCCCC1)CO (5-fluoro-1-(tetrahydro-2H-pyran-2-yl)-1H-pyrazol-3-yl)methanol